NC1=C(C=C(C=C1CCC)CC1=CC(=C(C(=C1)CCC)N)CCC)CCC bis(4-amino-3,5-dipropylphenyl)methane